(R)-2-(N-Boc-amino)-1,5-hexanediol C(=O)(OC(C)(C)C)N[C@@H](CO)CCC(C)O